2-O-glucosylglycerate C1([C@H](O)[C@@H](O)[C@H](O)[C@H](O1)CO)OC(C(=O)[O-])CO